sodium 1,6-diazabicyclo[3.2.1]octyl-6-yl sulfate S1(=O)(=O)OC2N3CN(C(CC2)C3)O1.[Na]